OC[C@H]1N(C[C@@H]([C@H]([C@@H]1O)O)O)CC1=CC(=CC=C1)CNC1=C(C=C(C=C1)C=1NC=CC1)[N+](=O)[O-] (2R,3R,4R,5S)-2-(hydroxymethyl)-1-{[3-({[2-nitro-4-(1H-pyrrol-2-yl)phenyl]amino}methyl)phenyl]methyl}piperidine-3,4,5-triol